ClC1=CC(=C(C=C1)C1=NC(=CN2C1=NC(=C(C2=O)C)C)N2C[C@H](O[C@H](C2)C)C=2C=NN(C2)C2CC2)F 9-(4-chloro-2-fluoro-phenyl)-7-[(2R,6S)-2-(1-cyclopropylpyrazol-4-yl)-6-methyl-morpholin-4-yl]-2,3-dimethyl-pyrazino[1,2-a]pyrimidin-4-one